ClC1=C(C(=O)O)C=C(C(=C1N)Cl)F 2,4-dichloro-3-amino-5-fluorobenzoic acid